COC1=CC=C(C=C1)C1NC2=CC=C(C=C2CC1)C(=O)OC methyl 2-(4-methoxyphenyl)-1,2,3,4-tetrahydroquinoline-6-carboxylate